ClC=1C(=C(C=CC1)NC1=NC(=NC=C1C(=O)N)NC1=C(C=C2CCN(CC2=C1)C)OC)F 4-[(3-chloro-2-fluorophenyl)amino]-2-[(6-methoxy-2-methyl-1,2,3,4-tetrahydroisoquinolin-7-yl)amino]pyrimidine-5-carboxamide